C1(CCC1)CN1N=CC(=C1)NC(=O)C1=CC=CC(=N1)C=1C(=NC=CC1)F N-[1-(cyclobutylmethyl)-1H-pyrazol-4-yl]-2'-fluoro-2,3'-bipyridine-6-carboxamide